Z-10,12-hexadecadienol C(CCCCCCCC\C=C/C=CCCC)O